NC=1C=C(C(=C(C1)[C@@H](C)NC1=NC(=NC2=CC(=C(C=C12)NCCOC)C(=O)N1CCOCC1)C)F)C(F)F (R)-(4-((1-(5-amino-3-(difluoromethyl)-2-fluorophenyl)ethyl)amino)-6-((2-methoxyethyl)amino)-2-methyl-Quinazolin-7-yl)(morpholino)methanone